FC(C1=CC=C(C=C1)C1=C(C=C(C=C1)C1=NNC(O[C@H]1C)=O)C#C)F (S)-5-(4'-(difluoromethyl)-2-ethynyl-[1,1'-biphenyl]-4-yl)-6-methyl-3,6-dihydro-2H-1,3,4-oxadiazin-2-one